tert-Butyl methyl((5-(oxazol-4-yl)isochroman-1-yl)methyl)carbamate CN(C(OC(C)(C)C)=O)CC1OCCC2=C(C=CC=C12)C=1N=COC1